C12C(CC(CC1)CC2)NC(CN2C(C(=CC=C2)NC([C@H](CCC(C(=O)NC)=O)NC(=O)C=2OC1=C(C2C)C=CC=C1)=O)=O)=O (2S)-N1-(1-(2-(bicyclo[2.2.2]octan-2-ylamino)-2-oxoethyl)-2-oxo-1,2-dihydropyridin-3-yl)-N6-methyl-2-(3-methylbenzofuran-2-carboxamido)-5-oxohexanediamide